ClC1=CC(=NC=C1C(=O)OCC)Cl Ethyl 4,6-dichloronicotinate